FC=1C=C(C=CC1)N1N=C(C2=CC=CC=C2C1=O)C=1C=C(C=CC1)\C=[N+](\C(C)C)/[O-] (Z)-1-(3-(3-(3-Fluorophenyl)-4-oxo-3,4-dihydrophthalazin-1-yl)phenyl)-N-isopropylmethanimine oxide